1-cyclopentyl-N-((4,6-dimethyl-2-oxo-1,2-dihydropyridin-3-yl)methyl)-6-formyl-1H-indazole-4-carboxamide C1(CCCC1)N1N=CC=2C(=CC(=CC12)C=O)C(=O)NCC=1C(NC(=CC1C)C)=O